aluminum sodium iron lithium [Li].[Fe].[Na].[Al]